N-(2-(3-chloro-1-methyl-1H-pyrazol-4-yl)pyrimidin-4-yl)-5-isopropyl-8-((1r,3r)-3-((methanesulfonyl)methyl)cyclobutyl)isoquinolin-3-amine ClC1=NN(C=C1C1=NC=CC(=N1)NC=1N=CC2=C(C=CC(=C2C1)C(C)C)C1CC(C1)CS(=O)(=O)C)C